N,N'-(butane-1,4-diyl)bis(2-nitrobenzenesulfonamide) C(CCCNS(=O)(=O)C1=C(C=CC=C1)[N+](=O)[O-])NS(=O)(=O)C1=C(C=CC=C1)[N+](=O)[O-]